CNCCNC(C(=C)C)=O methacrylic acid, methylaminoethylamide